BrCC1=C(C(=O)OC)C=C(C(=C1)C#N)F methyl 2-(bromomethyl)-4-cyano-5-fluoro-benzoate